METHYL 4-CYCLOPROPYL-3-PHENYL-ISOTHIAZOLE-5-CARBOXYLATE C1(CC1)C=1C(=NSC1C(=O)OC)C1=CC=CC=C1